7H-benzo[c]phenothiazine C1=CC=CC=2C=CC=3NC=4C=CC=CC4SC3C21